ethyl 4-(1-(4-chlorophenyl)-1H-pyrazol-4-yl)cyclohex-3-enecarboxylate ClC1=CC=C(C=C1)N1N=CC(=C1)C1=CCC(CC1)C(=O)OCC